6-[(2R)-2-amino-3-methoxypropyl]-2-chloro-5-fluoro-N-[(furan-2-yl)methyl]-7-methyl-7H-pyrrolo[2,3-d]pyrimidine-4-amine hydrochloride Cl.N[C@H](CC1=C(C2=C(N=C(N=C2NCC=2OC=CC2)Cl)N1C)F)COC